CC1C(C(C(CC1)C)C(=O)OCCCCC)C(=O)OCCCCC dipentyl 3,6-dimethylcyclohexane-1,2-dicarboxylate